N-[2-(6-chloro-2-pyridyl)-2-(1-methylpyrazol-4-yl)propyl]-5-(1-methylpyrrol-2-yl)isoxazole-3-carboxamide ClC1=CC=CC(=N1)C(CNC(=O)C1=NOC(=C1)C=1N(C=CC1)C)(C)C=1C=NN(C1)C